CC1=C(C=CC=C1)C1=CC=C(C=C1)C1=CC=C(C=C1)C1CCC(CC1)CCC 2-methyl-4''-(4-propylcyclohexyl)-1,1':4',1''-terphenyl